COC=1C=C(C=C2C=C(COC12)C#N)C(F)(F)F 8-methoxy-6-(trifluoromethyl)-2H-chromene-3-carbonitrile